methyl 4-[5-(3,4-difluorophenyl)-6-tetrahydropyran-4-yl-1H-pyrrolo[2,3-f]indazol-7-yl]benzoate FC=1C=C(C=CC1F)N1C(=C(C2=C1C=C1C=NNC1=C2)C2=CC=C(C(=O)OC)C=C2)C2CCOCC2